BrC1=CC=2C(=C(N=C(C2)C)C)O1 2-bromo-5,7-dimethyl-furo[2,3-c]pyridine